(E)-4-hydroxy-3-methyl-2-butenyl diphosphate O(P([O-])(=O)OP(=O)([O-])[O-])C\C=C(\CO)/C